(R)-5-(4-(1-(4-(4-amino-3-(4-phenoxyphenyl)-1H-pyrazolo[3,4-d]pyrimidin-1-yl)piperidine-1-carbonyl)azetidin-3-yl)piperazin-1-yl)-2-(2,6-dioxopiperidin-3-yl)isoindoline-1,3-dione NC1=C2C(=NC=N1)N(N=C2C2=CC=C(C=C2)OC2=CC=CC=C2)C2CCN(CC2)C(=O)N2CC(C2)N2CCN(CC2)C=2C=C1C(N(C(C1=CC2)=O)[C@H]2C(NC(CC2)=O)=O)=O